C(=O)C1=C(OC=2C=C(C(=O)/N=C/3\NC4=C(N3CC(C)(C)O)C=CC=C4)C=CN2)C=CC=C1OCC1=CC=C(C=C1)OC (E)-2-(2-formyl-3-((4-methoxybenzyl)oxy)phenoxy)-N-(1-(2-hydroxy-2-methylpropyl)-1,3-dihydro-2H-benzo[d]imidazol-2-ylidene)isonicotinamide